COC=1C=C(C=C(C1)OC)C1CCC=2C=NN(C2C1)C1OCCCC1 6-(3,5-dimethoxyphenyl)-1-(tetrahydro-2H-pyran-2-yl)-4,5,6,7-tetrahydro-1H-indazole